Cl.NN=C(N)C=NN(C)C amino[(dimethylamino)iminomethyl]formamidine hydrochloride